2-chloro-ethylnicotinate ClCCOC(C1=CN=CC=C1)=O